OC(COC=1C=C(C=2N(C1)N=CC2C#N)C=2C=NC(=CC2)C=2CN(CC2)CC=2C=NC(=CC2)OC)(C)C 6-(2-Hydroxy-2-methylpropoxy)-4-(6-(1-((6-methoxypyridin-3-yl)methyl)-2,5-dihydro-1H-pyrrol-3-yl)pyridin-3-yl)pyrazolo[1,5-a]pyridine-3-carbonitrile